C1(=CC(=CC=C1)COC=1C(=CC2=C(N=C[C@H]3N(C2=O)CCC(=C3)C3=CC=C(C=C3)OC)C1)OC)COC=1C(=CC3=C(N=C[C@H]2N(C3=O)CCC(=C2)C2=CC=C(C=C2)OC)C1)OC (6aS,6a'S)-3,3'-((1,3-phenylenebis(methylene))bis(oxy))bis(2-methoxy-8-(4-methoxyphenyl)-9,10-dihydrobenzo[e]pyrido[1,2-a][1,4]-diazepin-12(6aH)-one)